(p-Isopropylphenyl)(p-methylphenyl)iodonium tetrakis(pentafluorophenyl)borate FC1=C(C(=C(C(=C1[B-](C1=C(C(=C(C(=C1F)F)F)F)F)(C1=C(C(=C(C(=C1F)F)F)F)F)C1=C(C(=C(C(=C1F)F)F)F)F)F)F)F)F.C(C)(C)C1=CC=C(C=C1)[I+]C1=CC=C(C=C1)C